CNCCCCCCCNC N1,N7-dimethyl-heptane-1,7-diamine